(S)-N-(2-amino-1-(3-chlorophenyl)-ethyl)-1-(2-((3,3-difluoro-cyclobutyl)amino)-5-methyl-pyrimidin-4-yl)-1H-imidazole-4-carboxamide benzene-sulfonic acid salt C1(=CC=CC=C1)S(=O)(=O)O.NC[C@H](C1=CC(=CC=C1)Cl)NC(=O)C=1N=CN(C1)C1=NC(=NC=C1C)NC1CC(C1)(F)F